2,3-dimethyl-α-methylstyrene CC1=C(C(=C)C)C=CC=C1C